C(CCCCCCCCC)(=O)[O-].[B+3].[Na+].C(CCCCCCCCC)(=O)[O-].C(CCCCCCCCC)(=O)[O-].C(CCCCCCCCC)(=O)[O-] sodium boron decanoate